ClC1([C@H]([C@@H]1C1=CC(=CC(=C1)Cl)Cl)C(=O)NC1=CC(=C(C=C1)Cl)NC(C(C(C(F)(F)F)(F)F)(F)F)=O)Cl |r| trans-rac-2,2-Dichloro-N-(4-chloro-3-(2,2,3,3,4,4,4-heptafluorobutanamido)phenyl)-3-(3,5-dichlorophenyl)cyclopropane-1-carboxamide